2-(m-tolyloxy)benzoic acid C1(=CC(=CC=C1)OC1=C(C(=O)O)C=CC=C1)C